di(2-chlorophenyl) carbonate C(OC1=C(C=CC=C1)Cl)(OC1=C(C=CC=C1)Cl)=O